ClC1=C(C=CC=C1)C=1C=CC2=C(N(N=N2)C2=CC(=C(C(=C2)OC)OC)OC)C1 6-(2-chlorophenyl)-1-(3,4,5-trimethoxyphenyl)-1H-benzo[d][1,2,3]triazole